FC=1C(=C(C(=O)N[C@@H]2[C@H](CCC2)COC2=CC=C(C=C2)F)C(=CC1)OC)N1N=CC=N1 3-fluoro-N-[(1S,2S)-2-[(4-fluorophenoxy)methyl]cyclopentyl]-6-methoxy-2-(triazol-2-yl)benzamide